COC(=O)C=1C=C(C2=C(N(N=N2)C/C(=C/CN)/F)C1)C1=CC(=CC=C1)S(NC(C)(C)C)(=O)=O (Z)-1-(4-amino-2-fluorobut-2-en-1-yl)-4-(3-(N-(tert-butyl)sulfamoyl)phenyl)-1H-benzo[d][1,2,3]triazole-6-carboxylic acid methyl ester